6-bromo-4-[1-[methyl-[3-oxo-3-[4-[5-(trifluoromethyl)pyrimidin-2-yl]piperazin-1-yl]propyl]amino]ethyl]-2H-phthalazin-1-one BrC=1C=C2C(=NNC(C2=CC1)=O)C(C)N(CCC(N1CCN(CC1)C1=NC=C(C=N1)C(F)(F)F)=O)C